C(C=C)N1CCN(CC1)C1=CC(=NC=C1[N+](=O)[O-])F 1-allyl-4-(2-fluoro-5-nitropyridin-4-yl)piperazine